C1(CCC1)C1=CCC(C(=O)O)(C=C1)[C@H]1N(CCCC1)CC1=C2C=CNC2=C(C=C1OC)C (2S)-4-cyclobutyl-1-((5-methoxy-7-methyl-(1H-indol-4-yl)methyl)piperidin-2-yl)benzoic acid